C(C)(=O)OC1=C(C=CC(=C1)CC)\N=N\C1=CC=C(C=C1)S(=O)(=O)O 4-[(E)-(2-acetoxy-4-ethyl-phenyl)azo]benzenesulfonic acid